C(#N)C1=C(OC=2C=C3C(N(C=NC3=CC2)C2=C(C=C(C=C2)N2CCN(CC2)C(=O)OC(C)(C)C)OC)=O)C(=CC=C1F)F tert-butyl 4-{4-[6-(2-cyano-3,6-difluorophenoxy)-4-oxoquinazolin-3-yl]-3-methoxyphenyl}piperazine-1-carboxylate